4-(4-(benzofuran-4-yl)furan-2-yl)-4-oxobutanoic acid methyl ester COC(CCC(=O)C=1OC=C(C1)C1=CC=CC2=C1C=CO2)=O